C(C)N(CCCNC(=O)NC=1SC=C(N1)C(C)(C)C1=CC=C(C=C1)OC)CC 1-(3-(diethylamino)prop-yl)-3-(4-(2-(4-methoxy-phenyl)propan-2-yl)thiazol-2-yl)urea